[Ir]=O.[Ru].[Ta] tantalum ruthenium iridium oxide